7-[2-cyclopropyl-4-(4-fluorophenyl)quinolin-3-yl]-3,5-dihydroxyhept-6-enoate C1(CC1)C1=NC2=CC=CC=C2C(=C1C=CC(CC(CC(=O)[O-])O)O)C1=CC=C(C=C1)F